FC1=C(C(=CC(=C1)[N+](=O)[O-])F)N1N=C(C=C1)NC(C1=C(C=CC=C1)C(F)(F)F)=O N-[1-(2,6-difluoro-4-nitrophenyl)-1H-pyrazol-3-yl]-2-(trifluoromethyl)benzamide